CC1=C(C=CC=C1OCCCN1CCC2(CCCC(N2)=O)CC1)C1=C(C(=CC=C1)C=1SC2=C(CN(CC2)C)N1)C 9-(3-((2,2'-dimethyl-3'-(5-methyl-4,5,6,7-tetrahydrothiazolo[4,5-c]pyridin-2-yl)-[1,1'-biphenyl]-3-yl)oxy)propyl)-1,9-diazaspiro[5.5]undecan-2-one